C(#N)C=1C=CC(=C(C1)C1=CN=C(O1)C(=O)N[C@@H]1C[C@H](N(C1)C(=O)OC(C)(C)C)C)OC tert-Butyl (2R,4R)-4-(5-(5-cyano-2-methoxyphenyl)oxazole-2-carboxamido)-2-methylpyrrolidine-1-carboxylate